2,5,6-trichloropyridine-3-carbonitrile ClC1=NC(=C(C=C1C#N)Cl)Cl